BrC=1C=C(C=CC1)SC=1N=NC(=C(C1C(=O)O)C)C 3-[(3-Bromophenyl)sulfanyl]-5,6-dimethylpyridazine-4-carboxylic acid